(S)-(6-chloro-2,3-dihydrobenzo[b][1,4]dioxin-2-yl)methanol ((2R,3S,4R,5R)-5-(4-aminopyrrolo[2,1-f][1,2,4]triazin-7-yl)-5-cyano-3,4-dihydroxytetrahydrofuran-2-yl)methyl-benzoate NC1=NC=NN2C1=CC=C2[C@]2([C@@H]([C@@H]([C@H](O2)CC2=C(C(=O)OC[C@@H]1COC3=C(O1)C=CC(=C3)Cl)C=CC=C2)O)O)C#N